4-(4-(benzo[d]thiazol-2-ylcarbamoyl)-3-chlorobenzyl)-N-phenylpiperidine-1-carboxamide S1C(=NC2=C1C=CC=C2)NC(=O)C2=C(C=C(CC1CCN(CC1)C(=O)NC1=CC=CC=C1)C=C2)Cl